OC1=C(C(N(C2=NC=C(C=C12)C1=CC=C(C=C1)OC)CCN1CCOCC1)=O)C(=O)NC1CC2(C1)CCC2 hydroxy-6-(4-methoxyphenyl)-1-(2-morpholinoethyl)-2-oxo-N-(spiro[3.3]heptan-2-yl)-1,2-dihydro-1,8-naphthyridine-3-carboxamide